C[C@H]1[C@H]([C@H]([C@@H]([C@H](O1)O)O)O[C@H]2[C@@H]([C@H]([C@@H]([C@H](O2)CO)O[C@H]3[C@@H]([C@H]([C@H]([C@H](O3)CO)O)O)O)O)NC(=O)C)O The molecule is an amino trisaccharide consisting of beta-D-galactopyranose, 2-acetamido-2-deoxy-beta-D-glucopyranose and beta-L-fucopyranose joined in sequence by (1->4) and (1->3) glycosidic bonds. It is an amino trisaccharide and a member of acetamides. It derives from a beta-D-GlcpNAc-(1->3)-beta-L-Fucp and a N-acetyllactosamine.